O=C1N(C(C2=CC=CC=C12)=O)CC1CN(C=2N(C1)N=CC2)C(=O)OCCCC butyl 6-((1,3-dioxo isoindolin-2-yl)methyl)-6,7-dihydropyrazolo[1,5-a]pyrimidine-4(5H)-carboxylate